(13S,17S)-17-hydroxy-2-methoxy-13-methyl-7,8,9,11,12,13,14,15,16,17-decahydro-6H-cyclopenta[a]phenanthren-3-yl 4-methoxybenzenesulfonate COC1=CC=C(C=C1)S(=O)(=O)OC=1C(=CC=2C3CC[C@@]4([C@H](CCC4C3CCC2C1)O)C)OC